O[C@H]1CNCC[C@H]1C(=O)OCC ethyl (3R,4R)-3-hydroxypiperidine-4-carboxylate